3,3',5,5'-tetramethyl-1H,1'H-4,4'-bipyrazole CC1=NNC(=C1C=1C(=NNC1C)C)C